2-chloro-N-(2,2,2-trifluoroethyl)-5-[(2S)-2-(trifluoromethylsulfonyl-amino)propoxy]thiophene-3-carboxamide ClC=1SC(=CC1C(=O)NCC(F)(F)F)OC[C@H](C)NS(=O)(=O)C(F)(F)F